C=C (R,R)-ethylene